1-((3S,4R,5R,6R)-4,5-bis(benzyloxy)-6-((benzyloxy)methyl)tetrahydro-2H-pyran-3-yl)-3-(2-methoxyethyl)imidazolidin-2-one C(C1=CC=CC=C1)O[C@@H]1[C@H](CO[C@@H]([C@@H]1OCC1=CC=CC=C1)COCC1=CC=CC=C1)N1C(N(CC1)CCOC)=O